tert-butyl 8-methyl-4-(16-oxo-8-oxa-2,15,21,22-tetrazatetracyclo[13.6.2.13,7.019,23]tetracosa-1(21),3,5,7(24),17,19,22-heptaen-17-yl)-2,3-dihydroquinoxaline-1-carboxylate CC=1C=CC=C2N(CCN(C12)C(=O)OC(C)(C)C)C=1C(N2CCCCCCOC=3C=CC=C(NC4=NC=C(C1)C2=N4)C3)=O